FC(OC1=C(C=C(C=C1)SC)C1=C(C=NN1COCC[Si](C)(C)C)C1=NN2C(N=CC=C2)=C1C(=O)N)F [5-[2-(difluoromethoxy)-5-(methylsulfanyl)phenyl]-1-[[2-(trimethylsilyl)ethoxy]methyl]-1H-pyrazol-4-yl]pyrazolo[1,5-a]pyrimidine-3-carboxamide